methylguanosine 5'-phosphate P(=O)(O)(O)OC[C@@H]1[C@H]([C@H]([C@@](O1)(N1C=NC=2C(=O)NC(N)=NC12)C)O)O